(S)-α-methyl-serine methyl ester hydrochloride Cl.COC([C@@](N)(CO)C)=O